C(C1=CC=CC=C1)N1CC2CCC(N3C2(CC1)OC[C@@H]3C(C)C)=S (3S)-9-benzyl-3-isopropyl-2,3,6,7,7a,8,10,11-octahydrooxazolo[2,3-j][1,6]naphthyridine-5-thione